6-bromo-2,3,4,5-tetrahydro-2-benzazepin-1-one BrC1=CC=CC2=C1CCCNC2=O